COC1=C(C=CC(=C1)OC)CN(C1=NC2=C(N1)C=C(C=C2)[N+](=O)[O-])CC2=C(C=C(C=C2)OC)OC N,N-bis[(2,4-dimethoxyphenyl)methyl]-6-nitro-1H-1,3-benzodiazole-2-amine